2-(2-methoxy-6-methyl-phenyl)pyrazine COC1=C(C(=CC=C1)C)C1=NC=CN=C1